CN1C(=O)NC=2N(C(=O)N(C2C1=O)C)C 1,7,9-trimethyl-uric acid